C(OC[C@]1(O[C@H]([C@@H]([C@@H]1O)O)C1=CC=C2C(=NC=NN21)N)C#N)(OC2CC2)=O ((2R,3S,4R,5S)-5-(4-aminopyrrolo[2,1-f][1,2,4]triazin-7-yl)-2-cyano-3,4-dihydroxytetrahydrofuran-2-yl)methyl cyclopropyl carbonate